C(C)(C)C1=NC(=NO1)C1=NC=2N(C(=C1)C)N=CC2C(=O)O 5-(5-isopropyl-1,2,4-oxadiazol-3-yl)-7-methylpyrazolo[1,5-a]Pyrimidine-3-carboxylic acid